C(C)(C)(C)OC(=O)N[C@@H]([C@H](OCC1CCCCC1)C)C(=O)N1CCC(CC1)C(=O)OC methyl 1-(N-(tert-butoxycarbonyl)-O-(cyclohexylmethyl)-L-threonyl)piperidine-4-carboxylate